methyl (1S,3R)-3-((tert-Butoxycarbonyl) amino)-4-oxocyclohexane-1-carboxylate C(C)(C)(C)OC(=O)N[C@@H]1C[C@H](CCC1=O)C(=O)OC